2,3-dihydro-4H-benzo[b][1,4]thiazine S1C2=C(NCC1)C=CC=C2